NC1CCN(CC1)C1=CC=C(C=N1)OC1=NC(=CC(=C1)CN1CCC(CC1)CNC(C)=O)C1=CC(=CC(=C1)Cl)Cl N-((1-((2-((6-(4-aminopiperidin-1-yl)pyridin-3-yl)oxy)-6-(3,5-dichlorophenyl)pyridin-4-yl)methyl)piperidin-4-yl)methyl)acetamide